4-methyl-1,2-cyclohexene oxide CC1CCC2C(C1)O2